3-((3-exo)-3-(2-methyl-6-((5-methyl-1H-pyrazol-3-yl)amino)-1H-imidazo[4,5-b]pyrazin-1-yl)-8-azabicyclo[3.2.1]oct-8-yl)propionitrile CC1=NC=2C(=NC(=CN2)NC2=NNC(=C2)C)N1C1CC2CCC(C1)N2CCC#N